7-(4-ethynylbenzyl)-7H-pyrrolo[3',2':5,6]pyrido[4,3-d]pyrimidine-2,4-diamine C(#C)C1=CC=C(CN2C=CC3=C2N=CC2=C3N=C(N=C2N)N)C=C1